(E)-7-(3-(2-cyanobenzylidene)-2,5-dioxopyrrolidinyl)heptanoate C(#N)C1=C(\C=C/2\C(N(C(C2)=O)CCCCCCC(=O)[O-])=O)C=CC=C1